2-dodecyl-2-hexadecenal C(CCCCCCCCCCC)C(C=O)=CCCCCCCCCCCCCC